N1(C=CC2=CC=CC=C12)C(=O)C1=CC=C(C=C1)C (1H-indol-1-yl)(p-tolyl)methanone